(R)-1-(5-(quinolin-2-yl)-2,3-dihydro-1H-indene-2-carbonyl)indoline-6-sulfonamide N1=C(C=CC2=CC=CC=C12)C=1C=C2C[C@@H](CC2=CC1)C(=O)N1CCC2=CC=C(C=C12)S(=O)(=O)N